(E)-3-(2-((4-(2-(4-chloro-2-fluorophenyl)-2-methylbenzo[d][1,3]dioxol-4-yl)piperidin-1-yl)methyl)-1-(3-methoxypropyl)-1H-imidazol-5-yl)acrylic acid ClC1=CC(=C(C=C1)C1(OC2=C(O1)C=CC=C2C2CCN(CC2)CC=2N(C(=CN2)/C=C/C(=O)O)CCCOC)C)F